trans-adipic acid C(CCCCC(=O)O)(=O)O